C(CC)C1OC=CC=C1 propyl-pyran